ammonium perfluorooctylsulfonamide FC(C(C(C(C(C(C(C(F)(F)F)(F)F)(F)F)(F)F)(F)F)(F)F)(F)F)(S(=O)(=O)N)F.[NH4+]